7-methoxy-1-(2-methylthiophen-3-yl)-3,4-dihydroisoquinoline COC1=CC=C2CCN=C(C2=C1)C1=C(SC=C1)C